1'-[4-(difluoromethyl)benzenesulfonyl]-1',2'-dihydrospiro[cyclopentane-1,3'-indole] FC(C1=CC=C(C=C1)S(=O)(=O)N1CC2(C3=CC=CC=C13)CCCC2)F